5-(4-((2-(3-ethylureido)-1-methyl-1H-imidazol-5-yl)methyl)piperazin-1-yl)-6-fluoro-N-methylpicolinamide C(C)NC(NC=1N(C(=CN1)CN1CCN(CC1)C=1C=CC(=NC1F)C(=O)NC)C)=O